Cl.Cl.COC1=CC(=C2C(=N1)CNC2)C 2-methoxy-4-methyl-6,7-dihydro-5H-pyrrolo[3,4-b]pyridine, dihydrochloride salt